1-(5-(azetidin-1-yl)pyrazin-2-yl)-6-chloro-7-(5,7-di-hydro-6H-pyrrolo[3,4-b]pyridin-6-yl)-4-oxo-1,4-dihydroquinoline-3-carboxylic acid N1(CCC1)C=1N=CC(=NC1)N1C=C(C(C2=CC(=C(C=C12)N1CC2=NC=CC=C2C1)Cl)=O)C(=O)O